pyridine phosphate salt P(=O)(O)(O)O.N1=CC=CC=C1